C(C)OP(=O)(OCC)C(C(=O)OCC)F ethyl (diethoxyphosphoryl)fluoroacetate